2-(4-fluorophenyl)-4-(3-methoxy-5-methylpyridin-4-yl)-2,3-dihydro-1H-pyrrolo[3,4-c]pyridin-1-one FC1=CC=C(C=C1)N1CC=2C(=NC=CC2C1=O)C1=C(C=NC=C1C)OC